2-amino-N-cyclopropyl-5-{2-[(1S)-1-cyclopropylethyl]-7-[(3S)-3-hydroxypyrrolidin-1-yl]-1-oxo-2,3-dihydro-1H-isoindol-5-yl}pyrazolo[1,5-a]pyrimidine-3-carboxamide NC1=NN2C(N=C(C=C2)C=2C=C3CN(C(C3=C(C2)N2C[C@H](CC2)O)=O)[C@@H](C)C2CC2)=C1C(=O)NC1CC1